FC1=C2C(C(N(C2=C(C=C1C(F)(F)F)F)CC(=O)N[C@H]([C@@H](CC(=O)O)C)C)=O)(C)C (3R,4S)-4-(2-(4,7-difluoro-3,3-dimethyl-2-oxo-5-(trifluoromethyl)indolin-1-yl)acetamido)-3-methylpentanoic acid